3-(1-phenyl-1H-pyrazol-3-yl)azetidine-1-carboxylic acid tert-butyl ester C(C)(C)(C)OC(=O)N1CC(C1)C1=NN(C=C1)C1=CC=CC=C1